5-(5-(1-((1S,2S,3S,5R)-2-fluoro-1,5-dimethyl-9-azabicyclo[3.3.1]nonan-3-yl)vinyl)pyrazin-2-yl)-2-(1H-imidazol-1-yl)pyridin-4-ol F[C@@H]1[C@@]2(CCC[C@](C[C@H]1C(=C)C=1N=CC(=NC1)C=1C(=CC(=NC1)N1C=NC=C1)O)(N2)C)C